ClC1=CC(=C(C=C1)C1=NC(=NC2=C1N=C(N(C2=O)C)C)N2CC(CCC2)N2N=C(C=C2C)C)F 8-(4-chloro-2-fluoro-phenyl)-6-[3-(3,5-dimethylpyrazol-1-yl)piperidino]-2,3-dimethyl-pyrimido[5,4-d]pyrimidin-4-one